(±)-3-(3,4-dihydroisoquinolin-2(1H)-yl)-4-hydroxypyrrolidine-1-carboxylic acid tert-butyl ester C(C)(C)(C)OC(=O)N1CC(C(C1)O)N1CC2=CC=CC=C2CC1